3-(4-cyanophenyl)propanoyl chloride C(#N)C1=CC=C(C=C1)CCC(=O)Cl